N-methyl-2-(piperazin-1-yl)pyrimidine-5-carboxamide CNC(=O)C=1C=NC(=NC1)N1CCNCC1